O[C@@]1(C(N(CC1)C)=O)C1=NOC(=C1)C1=CC(=NC=C1)C1=NC(=CC(=C1)OC)C(=O)N (R)-4'-(3-(3-Hydroxy-1-methyl-2-oxopyrrolidin-3-yl)isoxazol-5-yl)-4-methoxy-[2,2'-bipyridine]-6-carboxamide